ClC1=NC(=CC(=N1)NC=1N=CN(C1)C)Cl 2,6-dichloro-N-(1-methyl-1H-imidazol-4-yl)pyrimidin-4-amine